ClC1=CC=C(CC2=NC=C(C(=N2)OC2CCN(CC2)CC2=NC3=C(C=NC(=C3)C([O-])=N)N2C[C@H]2OCC2)F)C=C1 (S)-2-((4-((2-(4-chlorobenzyl)-5-fluoropyrimidin-4-yl) oxy) piperidin-1-yl) methyl)-3-(oxetan-2-ylmethyl)-3H-imidazo[4,5-c]pyridine-6-carbimidate